((((1r,3r)-3-hydroxy-3-methylcyclobutyl)amino)methyl)-2-methyl-4H-pyrido[1,2-a]pyrimidin-4-one OC1(CC(C1)NCC1=C(N=C2N(C1=O)C=CC=C2)C)C